4-Hydroxy-1-methyl-2-oxo-2,5,6,7-tetrahydro-1H-cyclopenta[b]pyridine-3-carboxylic acid OC=1C2=C(N(C(C1C(=O)O)=O)C)CCC2